1-(8-bromo-6-cyclopropylimidazo[1,2-a]pyridin-2-yl)-N-(4-methoxybenzyl)methanamine BrC=1C=2N(C=C(C1)C1CC1)C=C(N2)CNCC2=CC=C(C=C2)OC